2-AMINO-2-METHYLPENTANOIC ACID NC(C(=O)O)(CCC)C